4-Methyl-2-(4-phenylbut-3-en-2-yl)pyridine CC1=CC(=NC=C1)C(C)C=CC1=CC=CC=C1